3-[3-[4-(4-quinoxalin-2-ylpyrazol-1-yl)-1-piperidyl]anilino]cyclohexanone N1=C(C=NC2=CC=CC=C12)C=1C=NN(C1)C1CCN(CC1)C=1C=C(NC2CC(CCC2)=O)C=CC1